3-((6-(morpholine-4-carbonyl)pyridin-3-yl)oxy)-1-((tetrahydro-2H-pyran-4-yl)methyl)-1H-pyrrole-2,5-dione N1(CCOCC1)C(=O)C1=CC=C(C=N1)OC=1C(N(C(C1)=O)CC1CCOCC1)=O